O=C(CNC(C1=CC(=CC=C1)C(F)(F)F)=O)N1C2C(CC1)N(CC2)C2CCC(CC2)C2=NC=C(C=C2)F N-(2-oxo-2-{4-[(1s,4s)-4-(5-fluoropyridin-2-yl)cyclohexyl]-octahydropyrrolo[3,2-b]pyrrol-1-yl}ethyl)-3-(trifluoromethyl)benzamide